C(CCCCC)OC1=C(OCCCCNC2=NC=NC3=CC=CC=C23)C=CC=C1 N-{4-[2-(Hexyloxy)phenoxy]butyl}quinazolin-4-amine